1,3-dimethyl-imidazolium iodide [I-].CN1C=[N+](C=C1)C